8-Aminonaphthalin NC=1C=CC=C2C=CC=CC12